ClC=1C=C(C=CC1OC(C)C)C(C(=O)NCC=1C=C2CN(C(C2=CC1)=O)C1C(NC(CC1)=O)=O)(F)F 2-(3-chloro-4-isopropoxyphenyl)-N-((2-(2,6-dioxopiperidin-3-yl)-1-oxoisoindolin-5-yl)methyl)-2,2-difluoroacetamide